(2S)-2-((dimethylamino)methyl)-N-(2-(2,6-dioxopiperidin-3-yl)-1-oxoisoindolin-5-yl)indoline-1-carboxamide CN(C)C[C@H]1N(C2=CC=CC=C2C1)C(=O)NC=1C=C2CN(C(C2=CC1)=O)C1C(NC(CC1)=O)=O